CC=1C=C(C=CC1)N1C(CCC1)=O 3-methylphenyl-pyrrolidin-2-one